N(N)C1=CC(=C2C(=N1)N(C(=N2)C=2C=NN(C2)CCOC)C)N2CCOCC2 4-(5-hydrazinyl-2-(1-(2-methoxyethyl)-1H-pyrazol-4-yl)-3-methyl-3H-imidazo[4,5-b]pyridin-7-yl)morpholine